NC1=CC=C(N=N1)C1CCN(CC1)C(=O)C1=CC(=C(C=N1)C=1C=CC(=C(C#N)C1)C)OC 5-{6-[4-(6-Amino-pyridazin-3-yl)-piperidine-1-carbonyl]-4-methoxy-pyridin-3-yl}-2-methyl-benzonitrile